BrC1=CN(C2=C1N=NC(=C2)C=2C(=NC(=NC2)OC)OC)CC 7-bromo-3-(2,4-dimethoxypyrimidin-5-yl)-5-ethyl-5H-pyrrolo[3,2-c]pyridazine